2-(3-(4-(2-((3S,5S)-4-acetyl-3,5-dimethylpiperazin-1-yl)ethoxy)phenyl)ureido)-N-(4-(((2S,4R)-2-methyl-1-propionyl-1,2,3,4-tetrahydroquinolin-4-yl)amino)phenyl)acetamide C(C)(=O)N1[C@H](CN(C[C@@H]1C)CCOC1=CC=C(C=C1)NC(NCC(=O)NC1=CC=C(C=C1)N[C@@H]1C[C@@H](N(C2=CC=CC=C12)C(CC)=O)C)=O)C